(4-bromo-1,2-phenylene) bis(di-tert-butyl methylcarbamate) C(C)(C)(C)C(NC(OC1=C(C=C(C=C1)Br)OC(NC(C(C)(C)C)C(C)(C)C)=O)=O)C(C)(C)C